1-(3-acetyl-4-fluorophenyl)-3-(3-(2-methoxyethyl)-4-oxo-3,4-dihydroquinazolin-6-yl)urea C(C)(=O)C=1C=C(C=CC1F)NC(=O)NC=1C=C2C(N(C=NC2=CC1)CCOC)=O